CN(CC(=O)N(C)C1CC2=CC=C(C=C2CC1)C1=NNC(=C1CC(F)(F)F)C=1C=C(C=2N(C1)N=CN2)OC)C 2-(dimethylamino)-N-(6-(5-(8-methoxy-[1,2,4]triazolo[1,5-a]pyridin-6-yl)-4-(2,2,2-trifluoroethyl)-1H-pyrazol-3-yl)-1,2,3,4-tetrahydronaphthalen-2-yl)-N-methylacetamide